FC(N1N=C(C=C1)C=1C(=CC(=NC1)NC1=NC(=NC=C1)NC1=C(C=CC=C1)S(=O)(=O)C)NC1CCC(CC1)(O)C)F (1s,4s)-4-((5-(1-(Difluoromethyl)-1H-pyrazol-3-yl)-2-((2-((2-(methylsulfonyl)phenyl)amino)pyrimidin-4-yl)amino)pyridin-4-yl)amino)-1-methylcyclohexan-1-ol